CO[Si](CCCN)(OC)OC 3-(trimethoxysilyl)-1-propylamine